(S)-3-methyl-2-(3-methyl-2,5-dioxo-2,5-dihydro-1H-pyrrol-1-yl)butanoic acid CC([C@@H](C(=O)O)N1C(C(=CC1=O)C)=O)C